O[C@@H](CC)C1=CC(=C(C=N1)C1=NC=C2C=C(N=CC2=C1)NC(C)=O)C (S)-N-(7-(6-(1-hydroxypropyl)-4-methylpyridin-3-yl)-2,6-naphthyridin-3-yl)acetamide